NC=1C(=NC(=CN1)C1=NC(=NC2=CC=C(C=C12)F)N1CCOCC1)C(=O)NC1=NC=CC=C1N1CCC(CC1)N 3-amino-N-(3-(4-aminopiperidin-1-yl)pyridin-2-yl)-6-(6-fluoro-2-morpholinoquinazolin-4-yl)pyrazine-2-carboxamide